COC1=C(C2=C(N(C(N2C)=O)C2C(NC(CC2)=O)=O)C=C1)C#CCN1CCNCC1 3-[5-Methoxy-3-methyl-2-oxo-4-(3-piperazin-1-ylprop-1-ynyl)benzimidazol-1-yl]piperidine-2,6-dione